N(N)C1=NC(=CC(=N1)C#N)NCC1=CC=CC=C1 2-hydrazino-6-(benzylamino)pyrimidine-4-carbonitrile